C(CCC)(=O)O[C@H]1CC[C@@H]2[C@@]1(CC[C@@H]1[C@]3(CCC=4N=C(SC4C3=CC[C@@H]21)NC2=CC=C(C=C2)F)C)C (5aR,5bS,7aS,8S,10aS,10bR)-2-((4-fluorophenyl)amino)-5a,7a-dimethyl-5,5a,5b,6,7,7a,8,9,10,10a,10b,11-dodecahydro-4H-cyclopenta[7,8]phenanthro[2,1-d]thiazol-8-yl butyrate